(S)-(3-(3-(5-(trifluoromethyl)pyridin-2-yloxy)pyrrolidin-1-yl)biphenyl-4-yl)methanol FC(C=1C=CC(=NC1)O[C@@H]1CN(CC1)C=1C=C(C=CC1CO)C1=CC=CC=C1)(F)F